(S)-8-fluoro-7-(3-hydroxynaphthalen-1-yl)-2-((1-methylpyrrolidin-2-yl)methoxy)pyrido[4,3-d]pyrimidin-4-ol FC1=C(N=CC2=C1N=C(N=C2O)OC[C@H]2N(CCC2)C)C2=CC(=CC1=CC=CC=C21)O